2,4-Bis{4-[(5-amino-5-(methoxycarbonyl)pentyl)aminomethyl]phenyl}-7-methyl-7H-pyrrolo[2,3-d]pyrimidine oxalate C(C(=O)O)(=O)O.NC(CCCCNCC1=CC=C(C=C1)C=1N=C(C2=C(N1)N(C=C2)C)C2=CC=C(C=C2)CNCCCCC(N)C(=O)OC)C(=O)OC